C(N)(OCCS(=O)(=O)C)=O (2-(methylsulfonyl) ethyl) carbamate